p-nonylphenyl glycidyl ether CCCCCCCCCC1=CC=C(C=C1)OCC2CO2